2-((5,11-dihydrobenzo[6,7]oxepino[4,3-b]pyridin-11-yl)(methyl)amino)-5-hydroxy-N-(isoxazol-4-yl)-1-methyl-6-oxo-1,6-dihydropyrimidine-4-carboxamide N1=C2C(=CC=C1)COC1=C(C2N(C=2N(C(C(=C(N2)C(=O)NC=2C=NOC2)O)=O)C)C)C=CC=C1